FC1=C2CCC3(CCN(CC3)C=3N=NC(=CC3)C=3OC(=NN3)CC=3C=NC=CC3)OC2=CC=C1 5-fluoro-1'-{6-[5-(pyridin-3-ylmethyl)-1,3,4-oxadiazol-2-yl]Pyridazin-3-yl}-3,4-dihydrospiro[chromene-2,4'-piperidine]